C(C)(C)(C)OC(=O)N1CCC(CC1)CCOS(=O)(=O)C1=CC=C(C=C1)C 4-{2-[(4-methylbenzenesulfonyl)oxy]ethyl}piperidine-1-carboxylic acid tert-butyl ester